C(C=C)(=O)N1C[C@H](CC1)NC=1N=NC(=C2C1C(N(C=C2)C)=O)C2=CC=C(C=C2)C(F)(F)F (S)-4-((1-acryloylpyrrolidin-3-yl)amino)-6-methyl-1-(4-(trifluoromethyl)phenyl)pyrido[3,4-d]pyridazin-5(6H)-one